B(OC1=C(C(=C(C(=C1F)F)F)F)F)(OC(C1=CC=CC=C1)(C1=CC=CC=C1)C1=CC=CC=C1)[O-] (pentafluorophenyl) trityl borate